C(C=C)(=O)N1CC(N(CC1)C=1C2=C(N(C(N1)=O)C=1C(=NC=CC1C)C(C)C)N=C(C(=C2)C2CC2)C2=C(C=CC(=C2)OC)F)C 4-(4-acryloyl-2-methylpiperazin-1-yl)-6-cyclopropyl-7-(2-fluoro-5-methoxyphenyl)-1-(2-isopropyl-4-methylpyridin-3-yl)pyrido[2,3-d]pyrimidin-2(1H)-one